CN1C(C(=C(C2=CC=CC=C12)N1CCC(CC1)C1=CC=C(C=C1)C(C)C)C#N)=O 1-Methyl-2-oxo-4-{4-[4-(propan-2-yl)phenyl]piperidin-1-yl}-1,2-dihydro-quinoline-3-carbonitrile